2-((S)-1-cyclohexylethylamino)-4-((1s,4R)-4-hydroxycyclohexylamino)pyrimidine-5-carboxamide methyl-2,2-dimethylcyclopropanecarboxylate COC(=O)C1C(C1)(C)C.C1(CCCCC1)[C@H](C)NC1=NC=C(C(=N1)NC1CCC(CC1)O)C(=O)N